ClC1=NC=C(C=C1)CC(=O)OC methyl 2-chloro-5-pyridineacetate